BrC1=C(OC2=NOC(O2)=O)C=CC=C1 3-(2-bromophenoxy)-1,4,2-dioxazol-5-one